(2,6-Dichloropyridin-4-yl)methyl (S)-3-amino-5-methylhexanoate hydrochloride Cl.N[C@H](CC(=O)OCC1=CC(=NC(=C1)Cl)Cl)CC(C)C